ClC1=CC=C(C(=N1)C(=O)O)N[C@H](C)C1=C2N=C(C(=NC2=CC(=C1)C)C#N)N1C(CC1)CF 6-chloro-3-(((1R)-1-(2-cyano-3-(2-(fluoromethyl)azetidin-1-yl)-7-methylquinoxalin-5-yl)ethyl)amino)picolinic acid